1-(4-Bromo-2-fluorophenyl)-4-(2-fluoro-4-nitrophenyl)piperazine BrC1=CC(=C(C=C1)N1CCN(CC1)C1=C(C=C(C=C1)[N+](=O)[O-])F)F